BrC1=NC(=CC=C1OC)OC(F)F 2-bromo-6-(difluoromethoxy)-3-methoxypyridine